C1(CC1)C1=C(C=NC(=C1)C(NC=1C(=C(C=CC1)C1=C(C(=CC=C1)NC(C1=NC=C(C(=C1)C1CC1)CNCC)=O)C)C)=O)CN1[C@@H](CCCC1)C(=O)O (S)-1-((4-cyclopropyl-6-((3'-(4-cyclopropyl-5-((ethylamino)methyl)picolinamido)-2,2'-dimethyl-[1,1'-biphenyl]-3-yl)carbamoyl)pyridin-3-yl)methyl)piperidine-2-carboxylic acid